5-benzyl-3-(2,4-di-tert-butoxypyrimidin-5-yl)-7-methyl-imidazo[4,5-c]pyridazin-6-one C(C1=CC=CC=C1)N1C(N(C=2N=NC(=CC21)C=2C(=NC(=NC2)OC(C)(C)C)OC(C)(C)C)C)=O